CC(C)(C)[S@@](=O)N=C(C)C1=CC(=CC=2C=3N(C(=NC12)N1CCCCC1)N=C(N3)C3=CC=CC=C3)C (R)-2-methyl-N-(1-(9-methyl-2-phenyl-5-(piperidin-1-yl)-[1,2,4]triazolo[1,5-c]quinazolin-7-yl)ethylidene)propane-2-sulfinamide